C1(CCC1)CC(=O)NC1=CSC(=C1)C1=NC(=CN=C1)C1=CC(=C(C=C1)S(=O)(=O)C)OC 2-cyclobutyl-N-(5-(6-(3-methoxy-4-(methylsulfonyl)phenyl)pyrazin-2-yl)thiophen-3-yl)acetamide